FC=1C(=NC=C(C1)OC)N1C([C@@H](N(C(C1)=O)CC1=CC=C(C=C1)C(F)(F)F)C1COC1)=O (S)-1-(3-fluoro-5-methoxypyridin-2-yl)-3-(oxetan-3-yl)-4-(4-(trifluoromethyl)benzyl)piperazine-2,5-dione